methyl 8-(difluoro(naphthalen-1-yl)methyl)-6-oxo-9-(3-(trifluoromethyl)phenyl)-3,4-dihydro-2H,6H-pyrido[1,2-e][1,2,5]thiadiazine-4-carboxylate 1,1-dioxide FC(C=1C(=C2N(C(CNS2(=O)=O)C(=O)OC)C(C1)=O)C1=CC(=CC=C1)C(F)(F)F)(C1=CC=CC2=CC=CC=C12)F